COC1=CC=C(CN(C2=NC(=C(C(=C2)B2OC(C(O2)(C)C)(C)C)CC(F)(F)F)C)CC2=CC=C(C=C2)OC)C=C1 N,N-Bis(4-methoxybenzyl)-6-methyl-4-(4,4,5,5-tetramethyl-1,3,2-dioxaborolan-2-yl)-5-(2,2,2-trifluoroethyl)pyridin-2-amine